N-[4-(4-methyl-2-phenylpiperazine-1-carbonyl)-3-pyrrolidin-1-ylphenyl]cyclopropanecarboxamide hydrochloride Cl.CN1CC(N(CC1)C(=O)C1=C(C=C(C=C1)NC(=O)C1CC1)N1CCCC1)C1=CC=CC=C1